4-methyl-6-(1-(2-(4-methylpiperidin-1-yl)-4-nitrophenyl)-1H-pyrazole-4-yl)pyrimidine CC1=NC=NC(=C1)C=1C=NN(C1)C1=C(C=C(C=C1)[N+](=O)[O-])N1CCC(CC1)C